6'-(trifluoromethyl)[3,3'-bipyridin]-2-amine FC(C1=CC=C(C=N1)C=1C(=NC=CC1)N)(F)F